N,N,N-trimethyl-benzyl-ammonium iodide [I-].C[N+](C)(C)CC1=CC=CC=C1